CO[C@@H](CCCCCC(C(=O)OCC)(C)C)[C@H](CCCCCC(C(=O)OCC)(C)C)OC diethyl (8S,9S)-8,9-dimethoxy-2,2,15,15-tetramethylhexadecanedioate